BrC1=CC=C(C(=N1)C)OC=1N=C(SC1C(C)=O)C 1-[4-[(6-bromo-2-methyl-3-pyridyl)oxy]-2-methyl-thiazol-5-yl]ethanone